6-Cyclobutyl-N-(5-fluoropyrimidin-2-yl)-7,8-dihydro-6H-cyclopenta[e][1,2,4]triazolo[4,3-a]pyridine-4-carboxamide C1(CCC1)C1CCC2=C1C=C(C=1N2C=NN1)C(=O)NC1=NC=C(C=N1)F